ClC1=C(C=C(CN2CCC(CC2)N2[C@H](CCC2=O)C(=O)NC=2C=C(C(=O)O)C=C(N2)C#C)C=C1)C (R)-2-(1-(1-(4-chloro-3-methylbenzyl)piperidin-4-yl)-5-oxopyrrolidine-2-carboxamido)-6-ethynylisonicotinic acid